2-Chloro-4,6-bis(phenyl-d5)-1,3,5-triazine ClC1=NC(=NC(=N1)C1=C(C(=C(C(=C1[2H])[2H])[2H])[2H])[2H])C1=C(C(=C(C(=C1[2H])[2H])[2H])[2H])[2H]